4-((methylsulfonyl)methyl)-6-(2-(((triisopropylsilyloxy)methyl)-1H-pyrrolo[3,2-b]pyridin-5-yl)pyridin-2-yl)morpholin-3-one CS(=O)(=O)CN1C(COC(C1)C1(NC=CC=C1)C1=CC=C2C(=N1)C=CN2CO[Si](C(C)C)(C(C)C)C(C)C)=O